6-((S*)-1-(3-(2-hydroxyethoxy)phenyl)ethyl)-N2-methyl-N4-((1S,2S)-2-methylcyclopropyl)pyridine-2,4-dicarboxamide OCCOC=1C=C(C=CC1)[C@H](C)C1=CC(=CC(=N1)C(=O)NC)C(=O)N[C@@H]1[C@H](C1)C |o1:10|